FC(C=1C(NC(NN1)=O)=O)F 6-(difluoromethyl)-2H-1,2,4-triazine-3,5-dione